7-(1-(2-fluoro-6-methylphenyl)piperidin-4-yl)-8-methyl-5-((3-(trifluoromethyl)pyrazin-2-yl)methyl)pyrido[2,3-b]pyrazin-6(5H)-one FC1=C(C(=CC=C1)C)N1CCC(CC1)C1=C(C=2C(=NC=CN2)N(C1=O)CC1=NC=CN=C1C(F)(F)F)C